3-(2,3-Diaminopyridin-4-yl)-3,8-diazabicyclo[3.2.1]octane-8-carboxylic acid tert-butyl ester C(C)(C)(C)OC(=O)N1C2CN(CC1CC2)C2=C(C(=NC=C2)N)N